5-(cyclopropylmethoxy)isobenzofuran C1(CC1)COC1=CC2=COC=C2C=C1